C(C)OC(C(C=CC1=C(C=CC=C1)OC)=O)=O 4-o-methoxyphenyl-2-oxo-3-butenoic acid ethyl ester